ClC=1C=C(COC2=CC=C(C=C2)C2COC3=C(O2)C=CC(=C3)C=C(C(=O)O)O)C=CC1Cl 3-(2-(4-((3,4-dichlorobenzyl)oxy)phenyl)-2,3-dihydrobenzo[b][1,4]dioxin-6-yl)-2-hydroxyacrylic acid